FC1=C(C(=C2C=CN(C2=C1)S(=O)(=O)C1=CC=CC=C1)CS(=O)(=O)CC(=O)OCC)OC1=CC(=C(C=C1)F)C(NO)=N ethyl 2-(((6-fluoro-5-(4-fluoro-3-(N-hydroxycarbamimidoyl)phenoxy)-1-(phenylsulfonyl)-1H-indol-4-yl)methyl)sulfonyl)acetate